L-Histidine hydrochloride Cl.N[C@@H](CC1=CNC=N1)C(=O)O